FC=1C=C(CC=2OC=C(N2)NC([C@H](C)N2C[C@@H](C(CC2)(F)F)C2=CC=[N+](C=C2)[O-])=O)C=C(C1)F 4-((S)-1-((S)-1-((2-(3,5-difluorobenzyl)oxazol-4-yl)amino)-1-oxopropan-2-yl)-4,4-difluoropiperidin-3-yl)pyridine 1-oxide